methyl (1s,4S)-4-(3-chloroanilino)-2'-[(2R)-3-hydroxy-2-methylpropyl]-5'-methyl-2',3'-dihydrospiro[cyclohexane-1,1'-isoindole]-4-carboxylate ClC=1C=C(NC2(CCC3(N(CC4=CC(=CC=C34)C)C[C@H](CO)C)CC2)C(=O)OC)C=CC1